FC(C=1C=C(C(=C(C1)CO)C)[N+](=O)[O-])F [5-(difluoromethyl)-2-methyl-3-nitro-phenyl]methanol